3-sulfo-propylmethacrylate S(=O)(=O)(O)CCCOC(C(=C)C)=O